N1=CC(=CC=C1)C1N(CCCC1)OP(O)(=O)CNC(=O)OCC1=CC=CC=C1 [(N-benzyloxycarbonylamino)methyl]-phosphonic acid (3-pyridinyl)(1-piperidinyl) ester